[OH-].[Al+](Cl)Cl aluminum di-chloride hydroxide